BrC1=C(C=C(CNC(=O)C2N(CCN(C2)C=2C=3C(N=CN2)=NN(C3)C3=CC=C(C=C3)C)C)C=C1)Cl N-(4-bromo-3-chlorobenzyl)-1-methyl-4-(2-(p-tolyl)-2H-pyrazolo[3,4-d]pyrimidin-4-yl)piperazine-2-carboxamide